BrC=1C=C(C2=CN(N=C2C1Cl)C(C(=O)OCC)C1=C2N(C(N1)=S)C[C@@H](C2)F)Cl ethyl 2-(6-bromo-4,7-dichloro-indazol-2-yl)-2-[(6R)-6-fluoro-3-thioxo-2,5,6,7-tetrahydropyrrolo[1,2-c]imidazol-1-yl]acetate